FC1(CN(C[C@H](C1)NC1=NC=C(C(=N1)C1=CNC2=CC=CC=C12)C(F)(F)F)C(=O)OCC1=CC=CC=C1)F Benzyl (5S)-3,3-difluoro-5-[[4-(1H-indol-3-yl)-5-(trifluoromethyl)pyrimidin-2-yl] amino]piperidine-1-carboxylate